7-(2-fluoro-6-methyl-phenyl)-N5-[(3S)-1-methyl-3-piperidyl]isoquinoline-3,5-diamine FC1=C(C(=CC=C1)C)C=1C=C(C=2C=C(N=CC2C1)N)N[C@@H]1CN(CCC1)C